FC=1C=C2C=3C(=C(NC3C1)C1=CC=C(C=C1)CN1CCN(CC1)C1=CC=C(C=C1)[N+](=O)[O-])CCNC2=O 8-Fluoro-2-(4-{[4-(4-nitrophenyl)piperazin-1-yl]methyl}phenyl)-1,3,4,5-tetrahydro-6H-azepino[5,4,3-cd]indol-6-one